C(C)(C)N([C@@H]1CC[C@@H]([C@@H](C1)NC(OC(C)(C)C)=O)N1C([C@H](CC1)NC1=NC=NC2=CC=C(C=C12)C(F)(F)F)=O)C tert-butyl ((1R,2S,5R)-5-(isopropyl(methyl)amino)-2-((S)-2-oxo-3-((6-(trifluoromethyl)quinazolin-4-yl)amino) pyrrolidin-1-yl)cyclohexyl)carbamate